3,6,8-trihydroxy-2-(3,4,5-trihydroxyphenyl)chromen-4-one OC1=C(OC2=C(C=C(C=C2C1=O)O)O)C1=CC(=C(C(=C1)O)O)O